OC1=C(C(N(C=C1)C)=O)NC(N[C@@H](CC(=O)OCC)C=1SC(=CC1)C1=CC(=CC=C1)OC)=O Ethyl (S)-3-(3-(4-Hydroxy-1-methyl-2-oxo-1,2-dihydropyridin-3-yl)ureido)-3-(5-(3-methoxyphenyl)thiophen-2-yl)propanoat